4-(5H-imidazo[5,1-a]isoindol-5-yl)piperidine-1-sulfonamide C=1N=CN2C1C1=CC=CC=C1C2C2CCN(CC2)S(=O)(=O)N